5-methyl-1-(pyridin-2-yl)-1H-indole CC=1C=C2C=CN(C2=CC1)C1=NC=CC=C1